C1(CC1)C=1C=C(C=CC1NC1=NC=C(C(=N1)[Sn](C)(C)C)C(F)(F)F)N1C[C@@H](NCC1)CO (R)-(4-(3-cyclopropyl-4-((5-(trifluoromethyl)-4-(trimethylstannyl)pyrimidin-2-yl)amino)phenyl)piperazin-2-yl)methanol